tert-butyl trans-3-hydroxy-4-(4-(trifluoromethyl)styryl)pyrrolidine-1-carboxylate O[C@@H]1CN(C[C@H]1C=CC1=CC=C(C=C1)C(F)(F)F)C(=O)OC(C)(C)C